(3-(5-fluoropyrimidin-2-yl)-5-methylpyridin-2-yl)((1S,4R,6R)-6-((5-(trifluoromethyl)pyridin-2-yl)oxy)-2-azabicyclo[2.2.2]oct-2-yl)methanone FC=1C=NC(=NC1)C=1C(=NC=C(C1)C)C(=O)N1[C@@H]2[C@@H](C[C@H](C1)CC2)OC2=NC=C(C=C2)C(F)(F)F